3-(2-(indolin-7-yl)-9H-carbazol-4-yl)-N,N-dimethylpropane-1-amine N1CCC2=CC=CC(=C12)C1=CC=2NC3=CC=CC=C3C2C(=C1)CCCN(C)C